FC1=CC(=C(C#N)C(=C1)N1C=NC=2C1=NC(=CC2)C2=NC(=CC=C2)O[C@H](CN2N=NN=C2)C)OC 4-fluoro-2-methoxy-6-[5-(6-{[(2S)-1-(1H-tetrazol-1-yl)propan-2-yl]oxy}pyridin-2-yl)-3H-imidazo[4,5-b]pyridin-3-yl]benzonitrile